ClC1=CC=C(C=C1)C=1NC(=NN1)SC(C(=O)C1=C(C=CC(=C1)F)F)C 2-((5-(4-chlorophenyl)-4H-1,2,4-triazol-3-yl)thio)-1-(2,5-difluorophenyl)propan-1-on